4-(4-fluorophenyl)-but-3-en-2-one FC1=CC=C(C=C1)C=CC(C)=O